C1(=CC=CC=C1)C1=NN=C(O1)C(=O)NN 5-phenyl-1,3,4-oxadiazole-2-carbohydrazide